(5-bromo-1-(2,6-dimethylbenzyl)-1H-pyrazol-3-yl)propan-2-ol BrC1=CC(=NN1CC1=C(C=CC=C1C)C)CC(C)O